rac-N-{(7S,8S)-8-[([1,1'-biphenyl]-3-yl)methyl]-5,6,7,8-tetrahydroquinolin-7-yl}methanesulfonamide C1(=CC(=CC=C1)C[C@H]1[C@H](CCC=2C=CC=NC12)NS(=O)(=O)C)C1=CC=CC=C1 |r|